[4-bromo-3-(trifluoromethyl)phenyl]methanol BrC1=C(C=C(C=C1)CO)C(F)(F)F